CSC=1C=C(C=NC1)CNCCO 2-(((5-(methylthio)pyridin-3-yl)methyl)amino)ethan-1-ol